benzyl 2-(tert-butoxycarbonylamino)-3-(3-((R)-5-chloro-2,3-dihydro-1H-inden-1-yl)ureido)propanoate C(C)(C)(C)OC(=O)NC(C(=O)OCC1=CC=CC=C1)CNC(=O)N[C@@H]1CCC2=CC(=CC=C12)Cl